N-(5-(3-chloro-4-fluorobenzyl)-4-methylthiazol-2-yl)-2-hydroxyacetamide ClC=1C=C(CC2=C(N=C(S2)NC(CO)=O)C)C=CC1F